N-(4-(2-(azetidin-3-yloxy)pyrimidin-5-yl)phenyl)-N-((1r,4r)-4-(quinazolin-2-ylamino)cyclohexyl)acetamide N1CC(C1)OC1=NC=C(C=N1)C1=CC=C(C=C1)N(C(C)=O)C1CCC(CC1)NC1=NC2=CC=CC=C2C=N1